(S)-1-Benzyl 4-tert-butyl 2-(2-((3-ethoxy-2,2-dimethyl-3-oxopropyl)amino)-ethyl)piperazine-1,4-dicarboxylate C(C)OC(C(CNCC[C@@H]1N(CCN(C1)C(=O)OC(C)(C)C)C(=O)OCC1=CC=CC=C1)(C)C)=O